BrC1=CC(=C(C(=O)O)C=C1)C(=O)C1(CC1)F 4-bromo-2-(2-cis-fluorocyclopropanecarbonyl)benzoic acid